O=C1N(C2=CC=NC=3C(=CC=C1C23)[C@H]2C(NC3=CC=CC=C23)=O)C2C(NC(CC2)=O)=O 3-(5-oxo-8-((S)-2-oxoindolin-3-yl)pyrrolo[2,3,4-de]quinolin-4(5H)-yl)piperidine-2,6-dione